3-((R)-5-(6-Aminopyridin-2-yl)-4-fluoro-3-methyl-1-oxoisoindolin-2-yl)piperidin-2,6-dion NC1=CC=CC(=N1)C=1C(=C2[C@H](N(C(C2=CC1)=O)C1C(NC(CC1)=O)=O)C)F